xanthen oxide C12C(C=CC=3OC4=CC=CC=C4CC13)O2